(S)-1-benzyl-5-oxopiperidine-2-carboxylic acid hydrochloride Cl.C(C1=CC=CC=C1)N1[C@@H](CCC(C1)=O)C(=O)O